ClC1=C(N=C(C(=N1)C(=O)OC)NC1=CC2=C(CS(C2)(=O)=O)C=C1)NC methyl 6-chloro-3-[(2,2-dioxo-1,3-dihydro-2-benzothiophen-5-yl)amino]-5-(methylamino)pyrazine-2-carboxylate